BrC1=CC=C(C=C1)C1N(C2(CC2)COC1)CC1=CC=C(C=C1)OC 5-(4-bromophenyl)-4-(4-methoxybenzyl)-7-oxa-4-azaspiro[2.5]octane